CC1=C(C2=C(N=CN=C2NC2(CC2)C)O1)C(=O)N1CC(CC1)C1=CC=C(C=C1)O 4-(1-{6-methyl-4-[(1-methylcyclopropyl)amino]furo[2,3-d]pyrimidine-5-carbonyl}pyrrolidin-3-yl)phenol